FC(OC1=CC2=C(N=C(O2)C=2C(=C(C=CC2)C2=C(C(=CC=C2)C2=CC(=C(C=C2)CN2CC(CC2)NC(=O)N)F)C)C)C=C1CN1[C@@H](CCC1)C(=O)O)F ((6-(difluoromethoxy)-2-(3''-fluoro-2,2'-dimethyl-4''-((3-ureidopyrrolidin-1-yl)methyl)-[1,1':3',1''-terphenyl]-3-yl)benzo[d]oxazol-5-yl)methyl)-L-proline